6-Cyclohexyl-2-(1-methyl-3-(trifluoromethyl)-1H-pyrazol-5-yl)-5H-pyrrolo[2,3-b]pyrazine C1(CCCCC1)C1=CC=2C(=NC=C(N2)C2=CC(=NN2C)C(F)(F)F)N1